C(C)(C)(C)OC(=O)N1C(CCCC1)C=1N=CN(C1)C (1-methyl-1H-imidazol-4-yl)piperidine-1-carboxylic acid tert-butyl ester